C(=CCC)NC1=CC=C(C(=O)O)C=C1 4-(n-butenylamino)benzoic acid